1,2,6a,6b,9,9,11,14a-octamethyl-1,2,3,4,4a,5,6,6a,6b,7,8,8a,9,14,14a,14b,15,16b-octadecahydrochryseno[1,2-g]Quinazolin CC1C(CCC2CCC3(C4(CCC5C(CC=6C=NC(=NC6C5(C)C)C)(C4CC=C3C12)C)C)C)C